ClC1=CC=C(C=C1)C1=C(C=C(C=C1)C(=O)OC)CN1CCN(CC1)C1=CC=C(C(=O)O)C=C1 4-(4-((4'-Chloro-4-(methoxycarbonyl)-[1,1'-biphenyl]-2-yl)methyl)piperazin-1-yl)benzoic acid